ClC=1C=C(CNC([C@H](C)NC([C@@H](CCC2=CC=CC=C2)NC(OC(C)(C)C)=O)=O)=O)C=C(C1)C#N tert-Butyl ((R)-1-(((S)-1-((3-chloro-5-cyanobenzyl)amino)-1-oxopropan-2-yl)amino)-1-oxo-4-phenylbutan-2-yl)carbamate